6,7,8,9-tetrahydropyrido[3',2':4,5]pyrrolo[1,2-a]pyrazine-3-carbonitrile N1=CC(=CC=2C=C3N(CCNC3)C21)C#N